(2R)-2-[4-(2-chloro-4-fluoro-phenyl)-2-oxo-chromen-7-yl]oxy-N-[4-(hydroxymethyl)phenyl]propanamide ClC1=C(C=CC(=C1)F)C1=CC(OC2=CC(=CC=C12)O[C@@H](C(=O)NC1=CC=C(C=C1)CO)C)=O